5-Fluoro-3-iodo-1H-indole-2-carboxylic acid isopropyl ester C(C)(C)OC(=O)C=1NC2=CC=C(C=C2C1I)F